methyl 6-bromo-3-(2,2-diphenylacetamido)picolinate BrC1=CC=C(C(=N1)C(=O)OC)NC(C(C1=CC=CC=C1)C1=CC=CC=C1)=O